NC1=C(C=2C(=NC=C(C2S1)F)C=1C2=C(C=3C=NC(=NC3C1F)OCC1(CC1)CN1CC(N(CC1)CC)=O)COC2)C#N 2-Amino-4-(3-((1-((4-ethyl-3-oxopiperazin-1-yl)methyl)cyclopropyl)methoxy)-5-fluoro-7,9-dihydrofuro[3,4-f]quinazolin-6-yl)-7-fluorothieno[3,2-c]pyridine-3-carbonitrile